2,2-difluoro-5-nitro-2,3-dihydrobenzofuran-3-yl 4-methylbenzenesulfonate CC1=CC=C(C=C1)S(=O)(=O)OC1C(OC2=C1C=C(C=C2)[N+](=O)[O-])(F)F